5-Octadecoxypyridine-2-carbaldehyde C(CCCCCCCCCCCCCCCCC)OC=1C=CC(=NC1)C=O